ClC1=NC2=C(N1C1CC1)C=C(C=C2C=2C=NC(=NC2)C(C)(F)F)C#N 2-Chloro-4-(1,1-difluoroethylpyrimidin-5-yl)-1-cyclopropyl-1H-benzo[d]imidazole-6-carbonitrile